COC1=C(C(=O)NC2=CC=C(C=C2)N2CCN(CC2)C)C(=CC(=C1)C(C)(CCCCCC)C)OC 2,6-dimethoxy-4-(2-methyloctan-2-yl)-N-(4-(4-methylpiperazin-1-yl)phenyl)benzamide